3,6-Difluoropyridine FC=1C=NC(=CC1)F